C(C)(C)N(C(OC(C=1N(C(=C(N1)I)C)COCC[Si](C)(C)C)C1=CC(=C(C=C1)F)Cl)=O)C(C)C (3-chloro-4-fluorophenyl)(4-iodo-5-methyl-1-((2-(trimethylsilyl)ethoxy)methyl)-1H-imidazol-2-yl)methyl diisopropylcarbamate